COC=1C(=C2C=CN(C2=C(C1)C)C(=O)OC(C)(C)C)CN1CCN(C(CC1C1=CC=C(C=C1)C(=O)OC)=O)C tert-butyl 5-methoxy-4-((7-(4-(methoxycarbonyl)phenyl)-4-methyl-5-oxo-1,4-diazepan-1-yl)methyl)-7-methyl-1H-indole-1-carboxylate